tetradecaDienoic acid CCCCCCCCC/C=C/C=C/C(=O)O